ClC=1C=C(C=C2CN(C(C12)=O)C1C(NC(CC1)=O)=O)OC(F)(F)F 3-(7-chloro-1-oxo-5-(trifluoromethoxy)isoindolin-2-yl)piperidine-2,6-dione